6-[2,3-difluoro-4-[4-(4-propylcyclohexyl)cyclohexyl]phenyl]-2,3-difluoro-phenol FC1=C(C=CC(=C1F)C1CCC(CC1)C1CCC(CC1)CCC)C1=CC=C(C(=C1O)F)F